ClC=1C=C2C=CN=C(C2=C(C1)C)N(C(C1=NC=C(C=C1)C=1N=NN(C1)C)=O)[C@H]1CNCCC1 (R)-N-(6-chloro-8-methylisoquinolin-1-yl)-5-(1-methyl-1H-1,2,3-triazol-4-yl)-N-(piperidin-3-yl)picolinamide